tetrahydro-1H-1lambda6-thiophen [SH4]1CCCC1